2,3,4,5-tetrahydro-1H-pyrrolo[1,2-a][1,4]diazepine-1-one C1(C=2N(CCCN1)C=CC2)=O